CC=1N=C(SC1)N1N=CC(=C1)C(C(=O)OCC)C ethyl 2-[1-(4-methyl 1,3-thiazol-2-yl)-1H-pyrazol-4-yl]propanoate